CC=1C=C(C=C(C1)C)[Si](OCC)(OCC)OCC (3,5-dimethylphenyl)triethoxysilane